ethyl (S)-3-(biphenyl-3-yl)-3-(3-(4-hydroxy-1,5-dimethyl-2-oxo-1,2-dihydropyridin-3-yl)ureido)propanoate C1(=CC(=CC=C1)[C@H](CC(=O)OCC)NC(=O)NC=1C(N(C=C(C1O)C)C)=O)C1=CC=CC=C1